(S)-N-((R)-1-((tert-butyldiphenylsilyl)oxy)-2-methyl-4-(trimethylsilyl)but-3-yn-2-yl)-2-methylpropan-2-sulfinamide [Si](C1=CC=CC=C1)(C1=CC=CC=C1)(C(C)(C)C)OC[C@](C#C[Si](C)(C)C)(C)N[S@@](=O)C(C)(C)C